OC[C@]1(OC2=C(C1)C=C(C(=C2)N2CCC1(CNC1=O)CC2)NC(=O)C=2C=NN1C2N=CC=C1)C (S)-N-(2-(hydroxymethyl)-2-methyl-6-(1-oxo-2,7-diazaspiro[3.5]nonan-7-yl)-2,3-dihydrobenzofuran-5-yl)pyrazolo[1,5-a]pyrimidine-3-carboxamide